C(C)C(CCCCCCCCCCCCCCCCCCl)(CC)CC triethyl-octadecyl chloride